4-[4-(2-aminoethyl)phenyl]-3-(5-morpholin-4-yl-1,3,4-oxadiazole-2-carbonyl)benzonitrile NCCC1=CC=C(C=C1)C1=C(C=C(C#N)C=C1)C(=O)C=1OC(=NN1)N1CCOCC1